O=C1NC2(C3=C1SC(=C3)NC3=CC(=NC=N3)NC(=O)C3CC3)CCCCC2 N-(6-((6'-Oxo-5',6'-dihydrospiro[cyclohexane-1,4'-thieno[2,3-c]pyrrol]-2'-yl)amino)pyrimidin-4-yl)cyclopropanecarboxamide